C(C)(C)(C)OC(=O)N(C(OC(C)(C)C)=O)C1=NN2C(C=C(C=C2)C2=C(C(=C(C=C2)F)OCCC(C(C)(O[Si](CC)(CC)CC)C2=NC=C(C=C2)F)(F)F)F)=N1 tert-butyl (tert-butoxycarbonyl)(7-(3-((3,3-difluoro-4-(5-fluoropyridin-2-yl)-4-((triethylsilyl)oxy)pentyl)oxy)-2,4-difluorophenyl)-[1,2,4]triazolo[1,5-a]pyridin-2-yl)carbamate